C1(CC1)C1=NC=NC(=C1C1=NC(=C2N(C=NC2=N1)C1OCCCC1)S(=O)(=O)C)OC 2-(4-cyclopropyl-6-methoxypyrimidin-5-yl)-6-(methylsulfonyl)-7-(tetra-hydro-2H-pyran-2-yl)-7H-purine